C/C(=C\\C(=C/C1=CC=CC=C1)\\C)/C=C/C2=CC(=CC(=O)O2)OC The molecule is a member of the class of 2-pyranones that is 2H-pyran-2-one substituted by a methoxy group at position 4 and a 3,5-dimethyl-6-phenylhexa-1,3,5-trien-1-yl group at position 6 (the 1E,3E,5Z stereoisomer). It has been isolated from an endophytic fungus Aspergillus niger. It has a role as an Aspergillus metabolite.